4-benzyl-2-{[4-(3-methylsulfonylphenyl)piperidin-1-yl]methyl}-1,4-oxazepane C(C1=CC=CC=C1)N1CC(OCCC1)CN1CCC(CC1)C1=CC(=CC=C1)S(=O)(=O)C